5-bromo-3-(pyrazin-4-yl)-1H-7-azaindazole BrC=1C=C2C(=NNC2=NC1)N1CC=NC=C1